C(C)(CC)NC(=O)NC 1-(sec-butyl)-3-methyl-urea